(4-((4-(trifluoromethyl)pyridin-2-yl)carbamoyl)phenyl)boronic acid FC(C1=CC(=NC=C1)NC(=O)C1=CC=C(C=C1)B(O)O)(F)F